FC(COCC1=CC=C(C=C1)C(C(=O)NC1=CC(=C(C=C1)[Si](C)(C)C)F)N(C(=O)C1=CC(=NO1)O)C)F N-(1-(4-((2,2-difluoroethoxy)methyl)phenyl)-2-((3-fluoro-4-(trimethylsilyl)phenyl)amino)-2-oxoethyl)-3-hydroxy-N-methyl-1,2-oxazole-5-carboxamide